O1C(=NC2=C1C=CC=C2)SCCCCOC2=CC=C(C=C2)C(C=CC=2C=C(C=CC2)C)=O 1-(4-(4-(benzo[d]oxazol-2-yl-thio)butoxy)phenyl)-3-(3-tolyl)-2-propen-1-one